(2-iodo-1-((2-(trimethylsilyl)ethoxy)methyl)-1H-pyrrolo[2,3-b]pyridin-5-yl)cyclopentan-1-ol 3,3,3-trifluoropropyl-3-((3-(trimethoxysilyl)propyl)amino)propanoate FC(CCC(C(=O)OC1(CCCC1)C=1C=C2C(=NC1)N(C(=C2)I)COCC[Si](C)(C)C)CNCCC[Si](OC)(OC)OC)(F)F